C(C)(C)(C)C1=NOC(=N1)C12CCC(CC1)(CC2)CN(C(=O)C2CCOCC2)C2=CC(=CC=C2)P(=O)(C)C N-((4-(3-(tert-butyl)-1,2,4-oxadiazol-5-yl)bicyclo[2.2.2]octan-1-yl)methyl)-N-(3-(dimethylphosphoryl)phenyl)tetrahydro-2H-pyran-4-carboxamide